COC=1C=C2C=C(NC2=CC1)C(=O)N1[C@@H]([C@H]2C([C@H]2C1)(C)C)C(=O)N[C@H](C=O)C[C@H]1C(NCC1)=O (1R,2S,5S)-3-(5-Methoxy-1H-indole-2-carbonyl)-6,6-dimethyl-N-((S)-1-oxo-3-((S)-2-oxopyrrolidin-3-yl)propan-2-yl)-3-azabicyclo[3.1.0]hexane-2-carboxamide